NC1=NN2C(C=C(C=C2)C=2C(=C(C(=C(C(=O)NCC(C(O)C3=CC=C(C=C3)F)(F)F)C2)C)F)F)=N1 5-(2-amino-[1,2,4]triazolo[1,5-a]pyridin-7-yl)-N-(3-(4-fluorophenyl)-2,2-difluoro-3-hydroxypropyl)-3,4-difluoro-2-methylbenzamide